3-chloro-N-{(1S)-1-[1-(5-cyanopyridin-2-yl)-3-methyl-1H-1,2,4-triazol-5-yl]ethyl}-5-[(trifluoromethyl)sulfonyl]benzamide ClC=1C=C(C(=O)N[C@@H](C)C2=NC(=NN2C2=NC=C(C=C2)C#N)C)C=C(C1)S(=O)(=O)C(F)(F)F